ClC1=CC=C(C(=N1)F)C(CC=C)O 1-(6-chloro-2-fluoro-3-pyridyl)but-3-en-1-ol